((1s,4s)-4-((6'-((2-(1-(Cyclopropylsulfonyl)-1H-pyrazol-4-yl)pyrimidin-4-yl)amino)-5-(2-(dimethylamino)ethoxy)-[2,3'-bipyridin]-4'-yl)amino)cyclohexyl)methanol C1(CC1)S(=O)(=O)N1N=CC(=C1)C1=NC=CC(=N1)NC1=CC(=C(C=N1)C1=NC=C(C=C1)OCCN(C)C)NC1CCC(CC1)CO